C(CCC)OC(=O)C1(OC2=C(C(=C(C(=C2CC1)C)O)C)C)C 6-hydroxy-2,5,7,8-tetramethyl-chromane-2-carboxylic acid butyl ester